C1(=CC=CC=C1)N/N=C(/C=1C=C(C=CC1)C)\C1=CC=CC=C1 (E)-1-phenyl-2-(phenyl-(m-tolyl)methylene)hydrazine